(4-chloro-2-fluorophenyl)(4-methylenepiperidin-1-yl)methanone ClC1=CC(=C(C=C1)C(=O)N1CCC(CC1)=C)F